COC(=O)C1(C(OCC(C1)=C)=O)C1=CC(=CC=C1)[N+](=O)[O-] 3-(3-nitrophenyl)-5-methylene-2-oxotetrahydro-2H-pyran-3-carboxylic acid methyl ester